N=1OC=C2C1C=1N(CCC2)N=C2C1C=NCC2 5,6,9,10-tetrahydro-4H-isoxazolo[3,4-c]pyrido[4',3':3,4]pyrazolo[1,5-a]azepine